NC[C@@H](C(=O)N[C@H](C(=O)NC1=C(CC2CC[NH+](CC2)C)C=CC=C1)C(C)C)N1C(C=CC1=O)=O 4-((S)-2-((S)-2-((S)-3-amino-2-(2,5-dioxo-2,5-dihydro-1H-pyrrol-1-yl)propanamido)-3-methylbutanamidyl)benzyl)-1-methylpiperidin-1-ium